[Na].[As] arsenic sodium salt